C(C)(C)(C)OC(NC1(CCN(CC1)CC1=C(C=C(C(=C1)Cl)Cl)O)CO)=O tert-butyl-N-[1-[(4,5-dichloro-2-hydroxyphenyl)methyl]-4-(hydroxymethyl)piperidin-4-yl]carbamate